(S)-2-(1-((6-amino-5-(3-methyl-1,2,4-oxadiazol-5-yl)pyrimidin-4-yl)amino)ethyl)-5-(3-hydroxyprop-1-yn-1-yl)-3-phenylquinazolin-4(3H)-one NC1=C(C(=NC=N1)N[C@@H](C)C1=NC2=CC=CC(=C2C(N1C1=CC=CC=C1)=O)C#CCO)C1=NC(=NO1)C